2-(3-(benzyloxy)-2-(1,3-dioxolan-2-yl)phenyl)-4,4,5,5-tetramethyl-1,3,2-dioxaborolane C(C1=CC=CC=C1)OC=1C(=C(C=CC1)B1OC(C(O1)(C)C)(C)C)C1OCCO1